5'-chloro-N-[(3-fluorophenyl)methyl]-7'-oxo-7',8'-dihydro-6'H-spiro[cyclohexane-1,9'-furo[2,3-f]quinazoline]-2'-carboxamide ClC=1C=C2C(=C3C4(NC(NC13)=O)CCCCC4)OC(=C2)C(=O)NCC2=CC(=CC=C2)F